CN(C1=CC=C(C=C1)C(COC1=NC2=C(C=C(C=C2C=C1C#N)C)C)=O)C 2-(2-(4-(dimethylamino)phenyl)-2-oxoethoxy)-6,8-dimethylquinoline-3-carbonitrile